5-iodo-1,4-dimethyl-pyrazol-3-amine IC1=C(C(=NN1C)N)C